C1NC(CC2=CC=CC=C12)C(=O)N 1,2,3,4-tetrahydroisoquinoline-3-carboxamide